OCCOCCNC(OCC1=CC=CC=C1)=O 1-Benzyl N-[2-(2-hydroxyethoxy)ethyl]carbamate